2-(5,5,8a-trimethyl-2-methylenedecahydronaphthalen-1-yl)ethan-1-ol CC1(C2CCC(C(C2(CCC1)C)CCO)=C)C